4-fluoro-3-(4-(3-(8-fluoro-1-oxo-1,2-dihydroisoquinolin-3-yl)propanoyl)piperazin-1-yl)benzonitrile FC1=C(C=C(C#N)C=C1)N1CCN(CC1)C(CCC=1NC(C2=C(C=CC=C2C1)F)=O)=O